C(C)(=O)C(C(=O)O)CC acetyl-(Butyric acid)